FC1=CC(=CC2=C1N=C(O2)C)C=2SC1=C(N2)SC(=C1)C1CCN(CC1)C(=O)OC(C)(C)C tert-butyl 4-[2-(4-fluoro-2-methyl-1,3-benzoxazol-6-yl)thieno[2,3-d][1,3]thiazol-5-yl]piperidine-1-carboxylate